N-((1-(Cyclopentylmethyl)pyrrolidin-3-yl)methyl)-1-(3-(4-Methoxyphenyl)-1,2,4-oxadiazol-5-yl)piperidin-4-carboxamid C1(CCCC1)CN1CC(CC1)CNC(=O)C1CCN(CC1)C1=NC(=NO1)C1=CC=C(C=C1)OC